β-arabinofuranosylcytosine [C@@H]1([C@@H](O)[C@H](O)[C@H](O1)CO)NC1=NC(NC=C1)=O